N2-[2-(5-ethoxy-1H-indol-3-yl)ethyl]-N4-(2-methyl-1H-indol-4-yl)pyrimidine-2,4-diamine C(C)OC=1C=C2C(=CNC2=CC1)CCNC1=NC=CC(=N1)NC1=C2C=C(NC2=CC=C1)C